tert-butyl 2-[4-(tert-butoxycarbonylamino)-4-piperidyl]acetate C(C)(C)(C)OC(=O)NC1(CCNCC1)CC(=O)OC(C)(C)C